CC=1C=CC=2N(C1)C=C(N2)CN2C(C1=CN=CC(=C1C=C2)C2=CC=C(C=C2)C(=O)N2CCOCC2)=O 2-({6-methylimidazo[1,2-a]pyridin-2-yl}methyl)-5-[4-(morpholine-4-carbonyl)phenyl]-1,2-dihydro-2,7-naphthyridin-1-one